FC1(CCC(CC1)(C(=O)N[C@@H](C)C1=CC=C(C(=O)O)C=C1)NCCOC1=CC=CC=C1)F 4-[(1S)-1-[[4,4-difluoro-1-(2-phenoxyethylamino)cyclohexanecarbonyl]amino]ethyl]benzoic acid